cyclobutane-1-carbohydrazide C1(CCC1)C(=O)NN